C1(=CC=C(C=C1)C=1SC(=CC1)Cl)C1=CC=CC=C1 2-([1,1'-biphenyl]-4-yl)-5-chlorothiophene